3-(5-(3-(ethylamino)-7-(pyrrolidin-1-ylmethyl)-1H-pyrazolo[4,3-b]pyridin-5-yl)-1-oxoisoindolin-2-yl)piperidine-2,6-dione C(C)NC1=NNC=2C1=NC(=CC2CN2CCCC2)C=2C=C1CN(C(C1=CC2)=O)C2C(NC(CC2)=O)=O